OC=1C=C(CNC(CNC=2SC3=C(N2)C=CC(=C3)[N+](=O)[O-])=O)C=CC1O N-(3,4-dihydroxybenzyl)-2-((6-nitrobenzo[d]thiazol-2-yl)amino)acetamide